N-[(2S,3R,4S)-2-[(3'-chloro-2,2'-difluoro-[1,1'-biphenyl]-3-yl)methyl]-4-fluoro-1-(2-hydroxy-2-methylpropanoyl)pyrrolidin-3-yl]ethanesulfonamide ClC=1C(=C(C=CC1)C1=C(C(=CC=C1)C[C@@H]1N(C[C@@H]([C@@H]1NS(=O)(=O)CC)F)C(C(C)(C)O)=O)F)F